C1(=CC=C(C=C1)S(=O)(=O)N)C=1C(=CC=CC1)C1=CC=CC=C1 [1,1':2',1''-terphenyl]-4-sulfonamide